COC1=C(C=CC=C1)NC1=NC=C(C(=N1)OC=1C=C(C=CC1)NC(C=C)=O)C1=CC=C(C=C1)C(F)(F)F N-[3-({2-[(2-methoxyphenyl)amino]-5-[4-(trifluoromethyl)phenyl]pyrimidin-4-yl}oxy)phenyl]prop-2-enamide